COCCOCCOC 1-methoxy-2-(2-methoxy-ethoxy)-ethane